tert-butyl 4-(5-(1-ethoxyvinyl)thiophen-2-yl)-3-hydroxypiperidine-1-carboxylate C(C)OC(=C)C1=CC=C(S1)C1C(CN(CC1)C(=O)OC(C)(C)C)O